(2S,4R)-1-(2-(3-acetyl-5-(2-methylpyrimidin-5-yl)-1H-indazol-1-yl)acetyl)-N-(3-chloro-2-fluorobenzyl)-4-fluoropyrrolidine-2-carbothioamide C(C)(=O)C1=NN(C2=CC=C(C=C12)C=1C=NC(=NC1)C)CC(=O)N1[C@@H](C[C@H](C1)F)C(NCC1=C(C(=CC=C1)Cl)F)=S